(2R,4R)-1-(tert-butoxycarbonyl)-4-methoxypyrrolidine-2-carboxylate C(C)(C)(C)OC(=O)N1[C@H](C[C@H](C1)OC)C(=O)[O-]